NC=1SC(=NN1)NCC(CCCC)CC 2-amino-5-(2-ethylhexyl-amino)-1,3,4-thiadiazole